FC(C1=CC=C(C=C1)CCCNC1=CC=C(C=C1)NC(CCCCCC)=O)(F)F N-(4-((3-(4-(trifluoromethyl)phenyl)propyl)amino)phenyl)heptanamide